NC1=NNC2=CC(=CC(=C12)C1=CC=C(C=C1)NC(C1=CN=CC(=C1O)C1=CC=C(C=C1)F)=O)C1CCN(CC1)C(C(C)C)=O N-(4-(3-amino-6-(1-isobutyrylpiperidin-4-yl)-1H-indazol-4-yl)phenyl)-5-(4-fluorophenyl)-4-hydroxynicotinamide